[Fe].NC1=CC(=NC(=N1)NC1=CC=C(C=C1)C)C(=O)N(C)CC1=CC=CC=C1 6-Amino-N-benzyl-N-methyl-2-(p-tolylamino)pyrimidine-4-carboxamide iron